O=C1N(CCN1)[C@@H]1CN(CC[C@H]1C1=CC=CC=C1)C(=O)OCC1=CC=CC=C1 (3S,4S)-benzyl 3-(2-oxoimidazolidin-1-yl)-4-phenylpiperidine-1-carboxylate